O[C@@]1([C@@H](CC1)OC1=NN(C=C1NC=1N=CC2=C(N1)N(C(=C2)C#N)[C@H]2COC[C@@H]2C)C([2H])([2H])[2H])C 2-((3-((1r,2s)-2-hydroxy-2-methylcyclobutoxy)-1-(methyl-d3)-1H-pyrazol-4-yl)amino)-7-((3r,4r)-4-methyltetrahydrofuran-3-yl)-7H-pyrrolo[2,3-d]pyrimidine-6-carbonitrile